6-[2-(methoxymethoxy)phenyl]-4-(1H-pyrazol-4-yl)pyridazin-3-amine COCOC1=C(C=CC=C1)C1=CC(=C(N=N1)N)C=1C=NNC1